diphenyl-(2,4,6-trimethylbenzoyl)-2-methyl-1-propanone C1(=CC=CC=C1)CC(C(=O)C(C1=C(C=C(C=C1C)C)C)=O)(C)C1=CC=CC=C1